C(C)(C)(C)OC(=O)N1[C@H](CCC(C1)O)CO[Si](C1=CC=CC=C1)(C1=CC=CC=C1)C(C)(C)C (2R)-2-(((tert-butyldiphenylsilyl)oxy)methyl)-5-hydroxypiperidine-1-carboxylic acid tert-butyl ester